N-cyclopropyl-2-(difluoromethoxy)-6-methoxy-4-[6-(2-methoxy-1,1-dimethyl-ethyl)pyrazolo[1,5-a]pyridin-3-yl]benzamide C1(CC1)NC(C1=C(C=C(C=C1OC)C=1C=NN2C1C=CC(=C2)C(COC)(C)C)OC(F)F)=O